C1(CC1)C1=C(C(=NO1)C1=C(C=CC=C1Cl)Cl)CCN1C[C@@H](N([C@@H](C1)C)C1=CC=C2C(=CN(C2=C1)C)C(=O)O)C 6-((2S,6R)-4-(2-(5-cyclopropyl-3-(2,6-dichlorophenyl)isoxazol-4-yl)ethyl)-2,6-dimethylpiperazin-1-yl)-1-methyl-1H-indole-3-carboxylic acid